7-(4,7-diazaspiro[2.5]octane-7-yl)-2-(2,8-dimethylimidazo[1,2-b]pyridazin-6-yl)-4H-pyrido[1,2-a]pyrimidin-4-one C1CC12NCCN(C2)C=2C=CC=1N(C(C=C(N1)C=1C=C(C=3N(N1)C=C(N3)C)C)=O)C2